N[C@@](C)(CC)C(=O)O L-iso-valine